NC(C)C1=CC=C2C(=N1)N(C=C2)CC(CC=C)(F)F 6-(1-aminoethyl)-1-(2,2-difluoropent-4-en-1-yl)-1H-pyrrolo[2,3-b]Pyridine